FC1=C(C=C2C=CN(C(C2=C1F)=O)CCC[C@H](C#CC)NC=1C=NN(C(C1C(F)(F)F)=O)COCC[Si](C)(C)C)C1=NC=C(C=N1)C(F)(F)F 7,8-difluoro-2-[(4R)-4-[[6-oxo-5-(trifluoromethyl)-1-(2-trimethylsilylethoxymethyl)pyridazin-4-yl]amino]hept-5-ynyl]-6-[5-(trifluoromethyl)pyrimidin-2-yl]isoquinolin-1-one